Dimethyl-2-imidazolidinethione CN1C(N(CC1)C)=S